NC=1C(NC(N(N1)C1=CC(=C(C(=C1)Cl)OC=1C=C2C(=CC(=NC2=CC1)C(F)(F)F)C)Cl)=O)=O 6-amino-2-(3,5-dichloro-4-((4-methyl-2-(trifluoromethyl)quinoline-6-yl)oxy)phenyl)-1,2,4-triazine-3,5(2H,4H)-dione